ACRYL-AMIDE 3-[4-(4,4-difluoropiperidin-1-yl)phenyl]Benzyl-propionate FC1(CCN(CC1)C1=CC=C(C=C1)C=1C=C(COC(CC)=O)C=CC1)F.C(C=C)(=O)N